(2R,4S)-N-((S)-1-(((3-chloro-1-methyl-1H-pyrrolo[2,3-b]pyridin-5-yl)methyl)amino)-1-oxopropan-2-yl)-4-(3-methylbenzyl)pyrrolidine-2-carboxamide hydrochloride Cl.ClC1=CN(C2=NC=C(C=C21)CNC([C@H](C)NC(=O)[C@@H]2NC[C@H](C2)CC2=CC(=CC=C2)C)=O)C